6-nitro-1H-quinazoline-2,4-dione [N+](=O)([O-])C=1C=C2C(NC(NC2=CC1)=O)=O